4-bromo-N-(3-cyclopropyl-3-hydroxycyclobutyl)-3-methylbenzenesulfonamide BrC1=C(C=C(C=C1)S(=O)(=O)NC1CC(C1)(O)C1CC1)C